FC1([C@@H]([C@@H](N(C1)C(=O)[C@H]1OCC1)CC=1C(=C(C=CC1)C1=C(C=CC(=C1)F)F)F)NS(=O)(=O)C)F N-{(2S,3R)-4,4-difluoro-1-({2S}-oxetane-2-carbonyl)-2-[(2,2',5'-trifluoro[1,1'-biphenyl]-3-yl)methyl]pyrrolidin-3-yl}-methanesulfonamide